Pyrazole N1N=CC=C1